(E)-tert-butyldimethyl((4-(tributylstannyl)but-3-en-2-yl)oxy)silane C(C)(C)(C)[Si](OC(C)\C=C\[Sn](CCCC)(CCCC)CCCC)(C)C